FC1=CC2=C(N(C(=N2)C=2C(=NON2)N)CC=2C=NC=NC2)C=C1 4-[5-fluoro-1-(pyrimidin-5-ylmethyl)benzimidazol-2-yl]-1,2,5-oxadiazol-3-amine